NCC1=NNC(C2=CC=C(C=C12)C=1C=NN(C1C1=C(C#N)C(=CC(=C1F)C)OC1CC1)C)=O 2-(4-(4-(aminomethyl)-1-oxo-1,2-dihydrophthalazin-6-yl)-1-methyl-1H-pyrazol-5-yl)-6-cyclopropoxy-3-fluoro-4-methylbenzonitrile